CC1=NOC(=C1C=1C=C2C(=NC1)N(C=C2C2=C(C=C(C(=O)O)C=C2)OC)[C@@H](C)C2=NC=CC=C2)C (S)-4-(5-(3,5-dimethylisoxazol-4-yl)-1-(1-(pyridin-2-yl)ethyl)-1H-pyrrolo[2,3-b]pyridin-3-yl)-3-methoxybenzoic acid